FCCO[C@H]1C[C@H](N(CC1)C(=O)C=1C=2C=CNC2C(=CC1OC)C)C1=CC=C(C(=O)O)C=C1 4-((2s,4r)-4-(2-fluoroethoxy)-1-(5-methoxy-7-methyl-1H-indole-4-carbonyl)piperidin-2-yl)benzoic acid